C(C1=CC=CC=C1)OC(N[C@](C=O)(C)CC1=NC=CC=C1)=O N-[(2R)-1-oxo-2-(pyridin-2-ylmethyl)propan-2-yl]carbamic acid benzyl ester